N1(N=CC=C1)C1=C(CC2=NN3C(=NC=4C(=CC=CC4C3=C2)OC)N)C=CC=C1 2-(2-(1H-pyrazol-1-yl)benzyl)-7-methoxypyrazolo[1,5-c]quinazolin-5-amine